4-(1H-imidazol-4-yl)-1-tetrahydropyran-2-yl-indazole N1C=NC(=C1)C1=C2C=NN(C2=CC=C1)C1OCCCC1